ClC1=C(C(=CC=C1)F)N1C(N=C(C2=C1N=C(C=C2)C(F)(F)F)NC)=O 1-(2-Chloro-6-fluorophenyl)-4-(methylamino)-7-(trifluoromethyl)pyrido[2,3-d]pyrimidin-2(1H)-one